(R)-4-Ethyl-3-(N-(2-(3-hydroxypiperidin-1-yl)-5-(trifluoromethyl)phenyl)sulfamoyl)benzoic acid C(C)C1=C(C=C(C(=O)O)C=C1)S(NC1=C(C=CC(=C1)C(F)(F)F)N1C[C@@H](CCC1)O)(=O)=O